8-methoxy-2-phenyl-4-(diphenylphosphono)-4H-chromene COC=1C=CC=C2C(C=C(OC12)C1=CC=CC=C1)P(=O)(OC1=CC=CC=C1)OC1=CC=CC=C1